N1-(7-chloro-3-(3,5-dimethoxyphenyl)-2,6-naphthyridin-1-yl)-N2,N2-dimethylethane-1,2-diamine ClC1=NC=C2C=C(N=C(C2=C1)NCCN(C)C)C1=CC(=CC(=C1)OC)OC